isopropyl (S)-2-((S)-2-(4-chlorophenyl)-2-hydroxyacetamido)-6-diazo-5-oxohexanoate ClC1=CC=C(C=C1)[C@@H](C(=O)N[C@H](C(=O)OC(C)C)CCC(C=[N+]=[N-])=O)O